(S)-4-(8-bromo-9-(4-((1-(3-fluoropropyl)pyrrolidin-3-yl)oxy)phenyl)-6,7-dihydro-5H-benzo[7]annulen-3-yl)-1H-pyrazole BrC=1CCCC2=C(C1C1=CC=C(C=C1)O[C@@H]1CN(CC1)CCCF)C=CC(=C2)C=2C=NNC2